C1(CC1)C1=NN(C=N1)C1CC2(CN(C2)C(=O)N2CC3(C2)CC(C3)CN3N=C(C=C3C)C(F)(F)F)C1 [6-(3-cyclopropyl-1,2,4-triazol-1-yl)-2-azaspiro[3.3]heptan-2-yl]-[6-[[5-methyl-3-(trifluoromethyl)pyrazol-1-yl]methyl]-2-azaspiro[3.3]heptan-2-yl]methanone